[K].FC1=C(C=CC(=C1)F)CC(=O)NC1=NC=CC(=C1)C1=C(C=C(C=C1)OC)[N+](=O)[O-] 2-(2,4-difluorophenyl)N-(4-(4-methoxy-2-nitrophenyl)pyridin-2-yl)acetamide potassium